ClC1=CC(=C2C[C@@H]([C@H](C2=C1)OC1=CC=C(C=C1)S(=O)(=O)NCCOCCOCCNC(NCCOCCOCCNS(=O)(=O)C1=CC=CC=C1)=O)N1CCNCC1)C#N N-[19-([4-([(1S,2S)-6-chloro-4-cyano-2-(piperazin-1-yl)-2,3-dihydro-1H-inden-1-yl]oxy)phenyl]sulfonamido)-10-oxo-3,6,14,17-tetraoxa-9,11-diazanonadecyl]benzenesulfonamide